3-[2-(2-carbamoyl-2-methylideneethyl)-3-oxo-1H,2H,3H-benzo[e]isoindol-8-yl]-5-methoxybenzamide C(N)(=O)C(CN1C(C=2C=CC3=C(C2C1)C=C(C=C3)C=3C=C(C(=O)N)C=C(C3)OC)=O)=C